2-nitro-4-(phenoxy)benzyl alcohol [N+](=O)([O-])C1=C(CO)C=CC(=C1)OC1=CC=CC=C1